COC1=CC=CC=2C=3N(C(=NC12)N)C=C(N3)CC3=CC=C(C=C3)N3CCOCC3 7-methoxy-2-(4-morpholinobenzyl)imidazo[1,2-c]quinazolin-5-amine